C(C)(C)(C)C(CCC(=O)OOCCCC)(C)C(C)(C)C n-butyl 4,4-di-t-butylperoxyvalerate